FC(C1=NC=2N(C=C1)C=NC2C(=O)O)(F)F 2-(trifluoromethyl)imidazo[1,5-a]pyrimidine-8-carboxylic acid